3-(N-(4-chloro-2-cyclobutoxy-5-(5-methylisoxazol-4-yl)phenyl)sulfamoyl)-4-cyclopropylbenzoic acid methyl ester COC(C1=CC(=C(C=C1)C1CC1)S(NC1=C(C=C(C(=C1)C=1C=NOC1C)Cl)OC1CCC1)(=O)=O)=O